NC12CC(C1)(C2)C=2SC1=C(N2)C=C(C=C1)C#N 2-(3-amino-1-bicyclo[1.1.1]pentanyl)-1,3-benzothiazole-5-carbonitrile